N1=NC=CC2=CC=CC(=C12)C1(CC1)C(=O)N [1,2-naphthyridin-8-yl]cyclopropane-carboxamide